1-(2-chloro-6-nitro-phenyl)-2-(2-methoxyethyl)piperidine ClC1=C(C(=CC=C1)[N+](=O)[O-])N1C(CCCC1)CCOC